6-chloro-7-(2-pyridinyl)-1H-indole-3-sulfonyl chloride ClC1=CC=C2C(=CNC2=C1C1=NC=CC=C1)S(=O)(=O)Cl